Octadecylamine N-oleoyl-Sarcosinate C(CCCCCCC\C=C/CCCCCCCC)(=O)N(C)CC(=O)O.C(CCCCCCCCCCCCCCCCC)N